N-((4-(2,5-dihydrofuran-3-yl)phenyl)(phenyl)methyl)-2-oxo-6-(trifluoromethyl)-1,2-dihydropyridine-3-carboxamide O1CC(=CC1)C1=CC=C(C=C1)C(NC(=O)C=1C(NC(=CC1)C(F)(F)F)=O)C1=CC=CC=C1